L-2-(p-iodophenyl)-3-(p-nitrophenyl)-5-phenyltetrazolium chloride [Cl-].IC1=CC=C(C=C1)N1[NH2+]C(=NN1C1=CC=C(C=C1)[N+](=O)[O-])C1=CC=CC=C1